C(C1=CC=CC=C1)NC(=O)[C@@]12NC([C@H]3[C@H]([C@@H]1N(C[C@@H]2C3)CC3=CC=C(C=C3)Cl)CC(C)C)=O |o1:10,13,14,15,18| (3S*,3aS*,6R*,7R*,7aS*)-N-benzyl-1-(4-chlorobenzyl)-7-isobutyl-5-oxooctahydro-3aH-3,6-methanopyrrolo[3,2-b]pyridine-3a-carboxamide